1-[(4-bromo-2-fluorophenyl)methyl]-2-methyl-imidazole BrC1=CC(=C(C=C1)CN1C(=NC=C1)C)F